C1(=CC=CC=C1)C(C1=CC=CC=C1)(C1=CC=CC=C1)BC(F)(F)F triphenylmethyl-(trifluoromethyl)borane